(1R,3S,5R)-2-(2-(3-acetyl-5-(2-methylpyrimidin-5-yl)-1H-indazol-1-yl)acetyl)-N-(1-(2,2,2-trifluoroethyl)-1H-pyrazol-3-yl)-2-azabicyclo[3.1.0]hexane-3-carboxamide C(C)(=O)C1=NN(C2=CC=C(C=C12)C=1C=NC(=NC1)C)CC(=O)N1[C@@H]2C[C@@H]2C[C@H]1C(=O)NC1=NN(C=C1)CC(F)(F)F